ClC1=C2CCC3(CCC=4C(=NC(=NC4C3)S(=O)C)N3CCN(CC3)C(=O)OC(C)(C)C)C2=CC=C1 tert-butyl 4-(4-chloro-2'-(methylsulfinyl)-2,3,5',8'-tetrahydro-6'H-spiro[indene-1,7'-quinazolin]-4'-yl)piperazine-1-carboxylate